NC=1C(=CC(=C(CNC(OC(C)(C)C)=O)C1)F)F tert-butyl 5-amino-2,4-difluorobenzylcarbamate